CC1=NC(=CC(=C1)CN1N=C2C3=C(CCC2=C1)OC(=C3C)C(=O)OCC)C ethyl 2-[(2,6-dimethylpyridin-4-yl) methyl]-8-methyl-4,5-dihydro-2H-furo[2,3-g]indazole-7-carboxylate